1-(3-((4-(4-(1,2-di(4-hydroxyphenyl)but-1-en-1-yl)phenyl)piperazin-1-yl)methyl)phenyl)dihydropyrimidine-2,4(1H,3H)-dione OC1=CC=C(C=C1)C(=C(CC)C1=CC=C(C=C1)O)C1=CC=C(C=C1)N1CCN(CC1)CC=1C=C(C=CC1)N1C(NC(CC1)=O)=O